[C@@H]12[C@H]3O[C@H]3C[C@@H](OC1)O2 (1S,2S,4S,6S)-3,7,9-trioxatricyclo[4.2.1.02,4]nonane